5-bromo-1H-pyrrolo[3,2-b]pyridin-2(3H)-one BrC1=CC=C2C(=N1)CC(N2)=O